(4-((3-(methylthio)-9H-carbazol-9-yl)methyl)benzyl)phosphonic acid CSC=1C=CC=2N(C3=CC=CC=C3C2C1)CC1=CC=C(CP(O)(O)=O)C=C1